C1(CC1)C1=CC(=C(C=C1)NC1=CC(=NC=C1C(=O)NOCC)NC1=NC=C(C=C1)F)N(S(=O)(=O)C)C 4-((4-cyclopropyl-2-(N-methyl-methanesulfonamido)-phenyl)amino)-N-ethoxy-6-((5-fluoropyridin-2-yl)amino)-nicotinamide